5-oxo-1,8-naphthyridine O=C1C=2C=CC=NC2N=CC1